C(C)(C)(C)OC(=O)N1CCC(=CC1)C=1C=NC(=CC1)Br.BrC1=CC=C(C=N1)C=1CCN(CC1)C(=O)OC(C)(C)C tert-butyl 6-bromo-3',6'-dihydro-[3,4'-bipyridine]-1'(2'H)-carboxylate tert-Butyl-6-bromo-3',6'-dihydro-[3,4'-bipyridine]-1'(2'H)-carboxylate